ON1C(C=C(C=C1)C(N)=N)=O hydroxy-2-oxo-1,2-dihydropyridine-4-carboximidamide